CC1CNCC2N1CC1=CC=CC=C21 4-methyl-3,4,6,10b-tetrahydro-1H-pyrazino[2,1-a]isoindol